ClC=1C=CC2=C(C(=C(O2)C(=O)O)NC(=O)C2=CC=3C(CCC(C3C=C2)(C)C)(C)C)C1 5-chloro-3-(5,5,8,8-tetramethyl-5,6,7,8-tetrahydro-naphthalen-2-carboxamido)benzofuran-2-carboxylic acid